CC1=NN(C=C1B1OC(C(O1)(C)C)(C)C)COCC[Si](C)(C)C 3-methyl-4-(4,4,5,5-tetramethyl-1,3,2-dioxaborolan-2-yl)-1-{[2-(trimethylsilyl)ethoxy]methyl}pyrazole